4-[6-[(E)-but-2-enyl]-7-oxo-1-(p-toluenesulfonyl)pyrrolo[2,3-c]pyridin-4-yl]-3-methoxy-benzoic acid methyl ester COC(C1=CC(=C(C=C1)C=1C2=C(C(N(C1)C\C=C\C)=O)N(C=C2)S(=O)(=O)C2=CC=C(C)C=C2)OC)=O